C1(CCCCC1)C(C(=O)OCC(CC1=CC=C(C=C1)C(C)(C)C)C)=O 3-(4-tert-butylphenyl)-2-methylpropyl 2-cyclohexyl-2-oxoacetate